NC1=C(C=CC=C1)C1=NC2=C(N1)C=CC=C2 2-(2-Aminophenyl)-1H-benzo[d]imidazole